C(C)N1CCN(CC1)C=1C=C(C(=NC1)C(=O)OCC)F ethyl 5-(4-ethylpiperazin-1-yl)-3-fluoropyridine-2-carboxylate